[NH4+].CC(CC)S(=O)(=O)O 1-methyl-1-propanesulfonic acid ammonium